C(C1=CC=CC=C1)OCCOCCOC=1C=C(N(CC2=CC(=CC=C2)OC)CC2=CC(=CC=C2)N(C)C)C=CC1 3-(2-(2-(benzyloxy)ethoxy)ethoxy)-N-(3-(dimethylamino)benzyl)-N-(3-methoxybenzyl)aniline